[C@H]12CC(C[C@H](CC1)O2)CN2CCC1(C(N(C(N1CC)=O)C1=CC=C(C=C1)C(F)(F)F)=O)CC2 8-((1r,3s,5s)-8-oxabicyclo[3.2.1]octane-3-ylmethyl)-1-ethyl-3-(4-(trifluoromethyl)phenyl)-1,3,8-triazaspiro[4.5]decane-2,4-dione